5-(benzyloxy)-2-methyl-N-(2-morpholinoethyl)benzofuran-3-carboxamide C(C1=CC=CC=C1)OC=1C=CC2=C(C(=C(O2)C)C(=O)NCCN2CCOCC2)C1